2,7-dihydroxy-dibenzofuran OC1=CC2=C(OC3=C2C=CC(=C3)O)C=C1